ClC=1C=C(C=C(C1)Cl)NC=1SC=C(N1)C=1SC=C(N1)C1=CC=CC=C1 N-(3,5-dichlorophenyl)-4-phenyl-[2,4'-bithiazole]-2'-amine